CN(C1=CC(=C(C=C1)OC)NC([C@@H](NC(C)C)CC(C)C)=O)C1=CC(OC2=CC=CC=C12)=O 4-(N-methyl-N-(3-(N-isopropyl-L-leucinylamino)-4-methoxyphenyl)-amino)coumarin